(4-(1-phenyl-1H-benzo[d]imidazol-2-yl)phenyl)boronic acid C1(=CC=CC=C1)N1C(=NC2=C1C=CC=C2)C2=CC=C(C=C2)B(O)O